5-(2,7-Diazaspiro[3.5]nonan-2-yl)-N-[(1R)-1-[4-methoxy-3-(1-methylpyrazol-4-yl)phenyl]ethyl]-2-methyl-benzamide C1N(CC12CCNCC2)C=2C=CC(=C(C(=O)N[C@H](C)C1=CC(=C(C=C1)OC)C=1C=NN(C1)C)C2)C